(3-bromo-1-cyclopropyl-1H-1,2,4-triazol-5-yl)methanol BrC1=NN(C(=N1)CO)C1CC1